2-((S)-1-(2-fluoroacryloyl)-4-(8-(((S)-1-methylpyrrolidin-2-yl)methoxy)-5-(2-(trifluoromethyl)phenyl)-3,4-dihydro-2H-pyrano[2,3-f]quinazolin-10-yl)piperazin-2-yl)acetonitrile FC(C(=O)N1[C@H](CN(CC1)C1=NC(=NC2=CC(=C3C(=C12)OCCC3)C3=C(C=CC=C3)C(F)(F)F)OC[C@H]3N(CCC3)C)CC#N)=C